3,3-difluoro-1-((2s,5S)-9-((4-fluorophenyl)ethynyl)-2,3-dihydro-2,5-methanopyrido[3,4-f][1,4]oxazepin-4(5H)-yl)-2,2-dimethylbutan-1-one FC(C(C(=O)N1C[C@H]2OC3=C([C@@H]1C2)C=NC=C3C#CC3=CC=C(C=C3)F)(C)C)(C)F